C(C(C)C)NCC[C@H]1CC[C@H]2[C@@H]3CC=C4CCCC[C@]4(C)[C@H]3CC[C@]12C alpha-Isobutylamino-pregn-5-en